FC(F)(F)[Se]C(F)(F)F trifluoromethyl selenoether